2'-O-propyl-adenosine tert-butyl-4-(7-(tetrahydrofuran-3-yl)imidazo[1,2-c]pyrimidin-3-yl)-1,4-diazacycloheptane-1-carboxylate C(C)(C)(C)C1N(CCCN(C1)C1=CN=C2N1C=NC(=C2)C2COCC2)C(=O)OC[C@@H]2[C@H]([C@H]([C@@H](O2)N2C=NC=1C(N)=NC=NC21)OCCC)O